1-ethyl-1,2,3,4-tetrahydronaphthalene C(C)C1CCCC2=CC=CC=C12